F[C@H]1[C@@H]([C@H]2CN[C@@H]1C2)N(C2=CC=C(N=N2)C2=C(C=C(C=C2)N2C=NC=C2)O)C 2-(6-(((1R,4R,5R,6R)-6-fluoro-2-azabicyclo[2.2.1]heptan-5-yl)(methyl)amino)pyridazin-3-yl)-5-(1H-imidazol-1-yl)phenol